1-amino-3-[tert-butyl-(diphenyl)silyl]oxy-propan-2-ol NCC(CO[Si](C1=CC=CC=C1)(C1=CC=CC=C1)C(C)(C)C)O